((2,3-dihydro-1H-inden-2-yl)oxy)acetyl chloride C1C(CC2=CC=CC=C12)OCC(=O)Cl